aminopalladium N[Pd]